ClC=1C=C(C2=C(CC(O2)(C)C)C1)COC1=C(C(=C(C=C1)C=CC(=O)NCCCF)C)C 3-(4-((5-chloro-2,2-dimethyl-2,3-dihydrobenzofuran-7-yl)methoxy)-2,3-dimethylphenyl)-N-(3-fluoropropyl)propenamide